2-(3-acetyl-5-(pyridin-3-ylamino)-1H-indazol-1-yl)acetic acid C(C)(=O)C1=NN(C2=CC=C(C=C12)NC=1C=NC=CC1)CC(=O)O